FC1(CCC(CC1)CN1C(=NOC1=O)CN1CCC(CC1)(F)F)F 4-[(4,4-difluorocyclohexyl)methyl]-3-[(4,4-difluoropiperidin-1-yl)methyl]-4,5-dihydro-1,2,4-oxadiazol-5-one